9-benzyl-1-methyl-2-(prop-2-yn-1-yl)-2,3,4,9-tetrahydro-1H-pyrido[3,4-b]indole C(C1=CC=CC=C1)N1C2=C(C3=CC=CC=C13)CCN(C2C)CC#C